4-(pyridin-2-ylsulfanyl)pyridine-3-carbaldehyde N1=C(C=CC=C1)SC1=C(C=NC=C1)C=O